C(C)[C@@H](C(/C=C/[C@H]1[C@@H](C[C@H]2[C@@H]1CCCC1=C(O2)C=C(C=C1)C(=O)O)O)O)CCCC (2R,3R,3aR,11aS)-3-[(1E,3ξ,4R)-4-ethyl-3-hydroxy-1-octen-1-yl]-2-hydroxy-1,2,3,3a,4,5,6,11a-octahydrobenzo[b]cyclopenta[g]oxocine-9-carboxylic acid